CN1N=CC2=CC=C(C(=C12)C1=C(C(=NC=2[C@@H]3[C@H](CCC12)C3)N3CC1(CN(C1)C(C=C)=O)CC3)C#N)C (P)-(6aR,7aS)-4-(1,6-dimethyl-1H-indazol-7-yl)-2-(2-(2-propenoyl)-2,6-diazaspiro[3.4]octan-6-yl)-6,6a,7,7a-tetrahydro-5H-cyclopropa[h]quinoline-3-carbonitrile